5-methyl-2,3-dihydrobenzo[b][1,4]oxaazepin-4(5H)-one CN1C2=C(OCCC1=O)C=CC=C2